C(#N)C=1C(=NC=CC1C#N)C1=CSC=C1 3-cyano-2-(thien-3-yl)cyanopyridine